6-((tert-butyldimethylsilyl)oxy)-7-(2-hydroxyethyl)-4-methoxy-2-phenethylisoindolin-1-one [Si](C)(C)(C(C)(C)C)OC1=CC(=C2CN(C(C2=C1CCO)=O)CCC1=CC=CC=C1)OC